O=C1C=C(N=C2N1C=CC=C2)C(=O)NCC=2N=C1N(C=C(C=C1)CN1CC(CCC1)C(=O)OC)C2 methyl 1-({2-[({4-oxo-4H-pyrido[1,2-a]pyrimidin-2-yl}formamido)methyl]imidazo[1,2-a]pyridin-6-yl}methyl)piperidine-3-carboxylate